8-ethyl-5-(((1R,3S)-3-methylcyclohexyl)oxy)quinoline-4-carboxylic acid C(C)C=1C=CC(=C2C(=CC=NC12)C(=O)O)O[C@H]1C[C@H](CCC1)C